C(C)(C)(C)OC(=O)N[C@H](C(=O)O)COC (2S)-2-{[(tert-butoxy)carbonyl]amino}-3-methoxypropionic acid